1,1-dimethylethylmagnesium chloride CC(C)(C)[Mg]Cl